C1(C=CCCC1)(C(=O)OC)C(=O)OC dimethyl cyclohexenedicarboxylate